N1CC(C1)[C@@H]1CN(CCC1)CCO 2-[(3R)-3-(azetidin-3-yl)piperidin-1-yl]ethanol